6-(4-methylpiperazine-1-yl)benzo[b]thiophene-2-carboxamide CN1CCN(CC1)C=1C=CC2=C(SC(=C2)C(=O)N)C1